NC1=C(C=C(N=N1)C1=C(C=CC=C1)O)C1=NC=CC(=C1F)C1CCNCC1 2-(6-amino-5-(3-fluoro-4-(piperidin-4-yl)pyridin-2-yl)pyridazin-3-yl)phenol